C(C1=CC=CC=C1)NC=1C=C2C(=CC1)N(CC21CCOCC1)C N-benzyl-1-methyl-2',3',5',6'-tetrahydrospiro[indoline-3,4'-pyran]-5-amine